FC=1C=C(C=CC1OC1=C2C(=NC=C1)NC(N2C(C)C)=O)NC(=O)C=2C(=NN(C2C)C2=CC=CC=C2)C N-(3-fluoro-4-((1-isopropyl-2-oxo-2,3-dihydro-1H-imidazo[4,5-b]pyridine-7-yl)oxy)phenyl)-3,5-dimethyl-1-phenyl-1H-pyrazole-4-carboxamide